1,1-difluoro-3-(furan-2-yl)formyl-1,9a-dihydropyrido[2,1-c][1,4]thiazine-4-carboxylic acid methyl ester COC(=O)C=1N2C(C(SC1C(=O)C=1OC=CC1)(F)F)C=CC=C2